(E)-3-(2-hydroxyphenyl)-1-(naphthalen-2-yl)prop-2-en-1-one OC1=C(C=CC=C1)/C=C/C(=O)C1=CC2=CC=CC=C2C=C1